C12(C3C1=CC1=CC=CC(=C31)C2)C(=O)[O-] methanocyclopropa[a]indene-1-carboxylate